FC1=CC=C(C=N1)C1=NN2C(C=CC(=C2)C2=NN(C=C2)C)=C1C#N (6-Fluoropyridin-3-yl)-6-(1-methyl-1H-pyrazol-3-yl)pyrazolo[1,5-a]Pyridine-3-Carbonitrile